NC1=NC=C(C2=C1C=NN2)NC(C(N2[C@H](CC[C@@H](C2)C)C2=CC1=C(CCO1)C=C2)=O)=O |r| N-(4-amino-1H-pyrazolo[4,3-c]pyridin-7-yl)-2-oxo-2-[rac-(2R,5S)-2-(2,3-dihydrobenzofuran-6-yl)-5-methyl-1-piperidyl]acetamide